CC1=CC=CC=2NC(NC21)=S 1,3-Dihydro-4-methyl-2H-benzimidazole-2-thione